2-phenyl-1,2,3,4-tetrahydroquinoline hydrochloride Cl.C1(=CC=CC=C1)C1NC2=CC=CC=C2CC1